FC(C1=C(C=CC(=C1)C(F)(F)F)C1CCC2=C(N(C1=O)CC#CC1CCOCC1)C=CC(=C2)F)(F)F 3-(2,4-bis(trifluoromethyl)phenyl)-7-fluoro-1-(3-(tetrahydro-2H-pyran-4-yl)prop-2-ynyl)-4,5-dihydro-1H-benzo[b]azepin-2(3H)-one